tert-butyl N-[(1S,2S)-2-(2-fluoroethoxy)-2,3-dihydro-1H-inden-1-yl]carbamate FCCO[C@@H]1[C@H](C2=CC=CC=C2C1)NC(OC(C)(C)C)=O